COC1=CC=C(C=C1)S(=O)(=O)N1CCC(CC1)N 1-((4-methoxyphenyl)sulfonyl)piperidin-4-amine